3,8-diazabicyclo[3.2.1]-octane-8-carboxylate C12CNCC(CC1)N2C(=O)[O-]